FC(CC)(F)C1=CC=C(C=N1)C1=C(C(=O)OCC)C=C(C=C1C)NC(=O)C1(CC1)C1=C(C=C(C=C1)C(F)(F)F)F Ethyl 2-[6-(1,1-difluoropropyl) pyridin-3-yl]-5-[({1-[2-fluoro-4-(trifluoromethyl) phenyl]cyclopropyl} carbonyl)amino]-3-methylbenzoate